C(C1=CC=CC=C1)N(C(C#CC1=CC=CC=C1)=O)C1=NOC(=C1)C1=CC=CC=C1 N-benzyl-3-phenyl-N-(5-phenylisoxazol-3-yl)propiolamide